N-((5-(5-(difluoromethyl)-1,3,4-oxadiazol-2-yl)pyridin-2-yl)methyl)-1-(4-(dimethylamino)butanoyl)-3-fluoro-N-phenylazetidin-3-carboxamide FC(C1=NN=C(O1)C=1C=CC(=NC1)CN(C(=O)C1(CN(C1)C(CCCN(C)C)=O)F)C1=CC=CC=C1)F